Cl.COC=1C=C2C(=CC=NC2=CC1OC)OC1CCNCC1 6,7-dimethoxy-4-(piperidin-4-yloxy)quinoline hydrochloride